(S)-N-((4-(6-(6-Ethylimidazo[1,2-b]pyridazin-3-yl)pyrimidin-4-yl)morpholin-2-yl)methyl)methanesulfonamide C(C)C=1C=CC=2N(N1)C(=CN2)C2=CC(=NC=N2)N2C[C@H](OCC2)CNS(=O)(=O)C